2-(3-methoxy-4-(2-morpholino-2-oxoethoxy)benzylidene)-1-methylindolin-3-one COC=1C=C(C=C2N(C3=CC=CC=C3C2=O)C)C=CC1OCC(=O)N1CCOCC1